(4-(9,9-dimethylacridinyl)phenyl)boronic acid CC1(C2=CC=CC=C2NC=2C=CC=C(C12)C1=CC=C(C=C1)B(O)O)C